(3-fluoro-2-formylphenyl)boronic acid FC=1C(=C(C=CC1)B(O)O)C=O